CC1(CC2=C(C=C3C(NC=NN32)=O)C1)C 7,7-dimethyl-7,8-dihydro-3H-cyclopenta[4,5]pyrrolo[2,1-f][1,2,4]triazin-4(6H)-one